C(O)(O)=O.C[Si](O[Si](CCCC=C)(O[Si](C)(C)C)O[Si](C)(C)C)(C)C 3-[tris(trimethylsiloxy) silyl] propylethylene carbonate